N[C@@H](C(=O)O)CCCCNC(=N)N(CC)CC (2R)-2-amino-6-(N',N'-diethylcarbamimidamido)hexanoic acid